N-(4-chloro-3-methoxyphenyl)-4-[2-oxo-4-(pyridin-3-yl)-2,3-dihydro-1H-1,3-benzodiazol-1-yl]piperidine-1-carboxamide ClC1=C(C=C(C=C1)NC(=O)N1CCC(CC1)N1C(NC2=C1C=CC=C2C=2C=NC=CC2)=O)OC